C(CCCC)(=O)OC(C)CC(C)=NC1=CC=CC=C1 4-phenylimino-2-pentyl valerate